diethyl-λ6-sulfanone C(C)[SH2](=O)CC